OC1=C(C=C(C=C1)OC)C(CC(C)=O)=O 1-(2-hydroxy-5-methoxyphenyl)butane-1,3-dione